(R)-4-(2-(2-benzylazepan-1-yl)-6-((4-methoxybenzyl)oxy)pyrimidin-4-yl)morpholine C(C1=CC=CC=C1)[C@@H]1N(CCCCC1)C1=NC(=CC(=N1)N1CCOCC1)OCC1=CC=C(C=C1)OC